1-(4-{2-[1-(2-Ethoxy-ethyl)-1H-pyrazol-4-ylamino]-thiazol-4-yl}-3-methoxy-phenyl)-(R)-4-methyl-imidazolidin-2-one C(C)OCCN1N=CC(=C1)NC=1SC=C(N1)C1=C(C=C(C=C1)N1C(N[C@@H](C1)C)=O)OC